m-Diaminopyridine NN1CC(=CC=C1)N